N1CCC(CC1)CCC[C@@]12C(CC[C@H]1[C@@H]1[C@@H]([C@@H](C3CCCC[C@]3(C)[C@H]1CC2)CO)O)=O [2-(piperidin-4-yl)ethyl]-6alpha-hydroxymethyl-7alpha-hydroxyandrostan-17-one